COCC(CC)N 1-methoxymethylpropylamine